COC(NC1=NC=C(C=C1)C1=CN=C2N1N=C(C=C2C)C(N(C)C2=CC(=C(C=C2)F)C)=O)=O.COCCCCS(=O)(=O)NC2=CC=C1C=NN(C1=C2)C([2H])([2H])[2H] 4-methoxy-N-(1-(methyl-d3)-1H-indazol-6-yl)butane-1-sulfonamide methyl-N-[5-[6-[(4-fluoro-3-methyl-phenyl)-methyl-carbamoyl]-8-methyl-imidazo[1,2-b]pyridazin-3-yl]-2-pyridyl]carbamate